OC(C#CN1C2=C(SC1)C=CC(=C2)C)(C)C (S)-3-(3-hydroxy-3-methylbut-1-yn-1-yl)-5-methyl-2,3-dihydrobenzo[b][1,4]thiazole